(S)-1-(4-(4-methylthiazol-5-yl)-phenyl)ethan-1-amine hydrochloride Cl.CC=1N=CSC1C1=CC=C(C=C1)[C@H](C)N